C(C)N1C(=NC=2C1=NC(=CC2)C=2C=CN1N=C(N=CC12)NCC1(CCC1)F)C 5-(3-ethyl-2-methyl-3H-imidazo[4,5-b]pyridin-5-yl)-N-((1-fluorocyclobutyl)methyl)pyrrolo[2,1-f][1,2,4]triazin-2-amine